9,9',9'',9'''-(4-(2,6-dimethylpyridin-3-yl)-6-(2,6-diphenylpyrimidin-4-yl)benzene-1,2,3,5-tetrayl)tetrakis(3-methyl-9H-carbazole) CC1=NC(=CC=C1C1=C(C(=C(C(=C1N1C2=CC=CC=C2C=2C=C(C=CC12)C)C1=NC(=NC(=C1)C1=CC=CC=C1)C1=CC=CC=C1)N1C2=CC=CC=C2C=2C=C(C=CC12)C)N1C2=CC=CC=C2C=2C=C(C=CC12)C)N1C2=CC=CC=C2C=2C=C(C=CC12)C)C